1-bromo-4-chloro-2-methoxy-3-methylbenzene BrC1=C(C(=C(C=C1)Cl)C)OC